C1(=CC=CC=C1)N1C=CC=2C(NC=CC21)=O 1-phenyl-1H,4H,5H-pyrrolo[3,2-c]pyridin-4-one